(6S)-6-{2-Chloro-3-[(2-methyl-indazol-5-yl)amino]phenyl}-2-imino-6-methyl-3-(tetrahydro-pyran-4-yl)hexahydropyrimidin-4-one ClC1=C(C=CC=C1NC1=CC2=CN(N=C2C=C1)C)[C@@]1(CC(N(C(N1)=N)C1CCOCC1)=O)C